COC=1C=C(C=CC1)C=1N=C2N(C(C1)=O)C=C(C=C2)N2CCN(CCC2)C 2-(3-methoxyphenyl)-7-(4-methyl-1,4-diazacycloheptan-1-yl)-4H-pyrido[1,2-a]pyrimidin-4-one